[N+](=O)([O-])C1=C(C=CC(=C1)[N+](=O)[O-])ON=CC1=CC(=C(C(=C1)Br)O)Br 3,5-dibromo-4-hydroxybenzaldehyde 2,4-dinitrophenyloxime